N-[4-[[3-(benzhydrylideneamino)-7-morpholino-1,6-naphthyridin-5-yl]oxy]cyclohexyl]pyrimidin-2-amine C(C1=CC=CC=C1)(C1=CC=CC=C1)=NC=1C=NC2=CC(=NC(=C2C1)OC1CCC(CC1)NC1=NC=CC=N1)N1CCOCC1